N1=CC(=CC2=CC=CN=C12)C1=CN=C(N1)[C@H](CCCCCC(CC)=O)NC(=O)[C@H]1CC12CCN(CC2)C (S)-N-((S)-1-(5-(1,8-naphthyridin-3-yl)-1H-imidazol-2-yl)-7-oxononyl)-6-methyl-6-azaspiro[2.5]octane-1-carboxamide